C1(CC1)C(=O)NC1=CC(=C2C(=N1)NN(C2=O)C)NC2=C(C=C(C(=O)NCC)C=C2)OC 4-((6-(cyclopropanecarboxamido)-2-methyl-3-oxo-2,3-dihydro-1H-pyrazolo[3,4-b]pyridin-4-yl)amino)-N-ethyl-3-methoxybenzamide